FC(CC)(F)C1=CC=C(C=N1)C1=C(C(=O)OC)C=C(C=C1)[N+](=O)[O-] Methyl 2-[6-(1,1-difluoropropyl) pyridin-3-yl]-5-nitrobenzoate